(Fluoro)(ethynyl)sulfobenzoic anhydride FC1=C(C(=C(C(=O)OC(C2=C(C(=C(C=C2)F)C#C)S(=O)(=O)O)=O)C=C1)S(=O)(=O)O)C#C